tetranonyl 5,5',5'',5'''-((((5-((3-(dimethylamino)propyl)carbamoyl)isophthaloyl)bis(azanediyl))bis(butane-4,1-diyl))bis(azanetriyl))tetrapentanoate CN(CCCNC(=O)C=1C=C(C=C(C(=O)NCCCCN(CCCCC(=O)OCCCCCCCCC)CCCCC(=O)OCCCCCCCCC)C1)C(=O)NCCCCN(CCCCC(=O)OCCCCCCCCC)CCCCC(=O)OCCCCCCCCC)C